6-((3-cyanophenyl)oxy)-2-(2-chloro-[1,1'-biphenyl]-3-yl)-1,3-dioxoisoindole C(#N)C=1C=C(C=CC1)OC1=CC=C2C(N(C(C2=C1)=O)C=1C(=C(C=CC1)C1=CC=CC=C1)Cl)=O